4-(4-(2-(trifluoromethyl)phenyl)pyrrolidine-1-carbonyl)benzoic acid FC(C1=C(C=CC=C1)C1CCN(C1)C(=O)C1=CC=C(C(=O)O)C=C1)(F)F